C1(CC1)C1=C(C=CC=C1)C1=CC(=C(C=C1)C1CN(CC1)C(=O)C1=NC(=CN=C1)NC)CO [3-(2'-cyclopropyl-3-hydroxymethyl-biphenyl-4-yl)-pyrrolidin-1-yl]-(6-methylamino-pyrazin-2-yl)-methanone